OCCCOC=1C=CC(=C(C1)C1=CC(=NC=C1)N1CCC(CC1)C(=O)N1N=CCC1C1=CC=CC=C1)C (1-(4-(5-(3-Hydroxypropoxy)-2-methylphenyl)pyridin-2-yl)piperidin-4-yl)(5-phenyl-4,5-dihydro-1H-pyrazol-1-yl)methanone